5-((7-Fluoro-3H-spiro[benzo[b][1,4]dioxine-2,1'-cyclopropane]-5-yl)amino)-N-((1R,2R)-2-methoxycyclobutyl)-7-(methylamino)pyrazolo[1,5-a]pyrimidine-3-carboxamide FC=1C=C(C2=C(OC3(CC3)CO2)C1)NC1=NC=2N(C(=C1)NC)N=CC2C(=O)N[C@H]2[C@@H](CC2)OC